(2S,4S)-4-(tert-Butoxycarbonylamino)-2-(1-hydroxycyclopropyl)pyrrolidine-1-carboxylic acid benzyl ester C(C1=CC=CC=C1)OC(=O)N1[C@@H](C[C@@H](C1)NC(=O)OC(C)(C)C)C1(CC1)O